3-[1-oxo-5-[4-[[1-(4-piperidylmethyl)-4-piperidyl]methyl]-1-piperidyl]isoindolin-2-yl]piperidine-2,6-dione O=C1N(CC2=CC(=CC=C12)N1CCC(CC1)CC1CCN(CC1)CC1CCNCC1)C1C(NC(CC1)=O)=O